C12=C(CCC3=CC=CC=C13)C(=O)OC2=O 3,4-dihydro-1,2-naphthalenedicarboxylic anhydride